ClC1=C(C(=O)NC(C(=O)O)CNC(=O)N[C@@H]2CCC3=CC=CC=C23)C(=CC(=C1)C(=O)N1CC2=CC=CC=C2CC1)Cl 2-(2,6-dichloro-4-(1,2,3,4-tetrahydroisoquinoline-2-carbonyl)benzamido)-3-(3-((R)-2,3-dihydro-1H-inden-1-yl)ureido)propanoic acid